(2-methylcyclopropyl)methanone ethyl-4-(3-fluoro-2-methyl-phenyl)-6-methyl-2-thiazol-2-yl-1,4-dihydropyrimidine-5-carboxylate C(C)OC(=O)C=1C(N=C(NC1C)C=1SC=CN1)C1=C(C(=CC=C1)F)C.CC1C(C1)C=O